C(C)[N+](CCOC)(C)CC N,N-diethyl-N-methyl-N-(2-methoxyethyl)-ammonium